F[C@H]1CNCC[C@@H]1NC=1C=2C=C(N(C2C=CC1)CC(F)(F)F)I N-((3S,4S)-3-fluoropiperidin-4-yl)-2-iodo-1-(2,2,2-trifluoroethyl)-1H-indol-4-amine